C(C1=CC=CC=C1)OCC1CN(C1)C=1C=C2CN(C(C2=CC1)=O)C1C(NC(CC1)=O)=O 3-(5-(3-((benzyloxy)methyl)azetidin-1-yl)-1-oxoisoindolin-2-yl)piperidine-2,6-dione